C(C)(C)(C)C1CCC(CC1)OC1=C(OC2(CC2)C(=O)NS(=O)(=O)C2=NC(=CC=C2)N2C[C@H](CC2)O)C=C(C=C1)C (S)-1-(2-((4-(tert-butyl)cyclohexyl)oxy)-5-methylphenoxy)-N-((6-(3-hydroxypyrrolidin-1-yl)pyridin-2-yl)sulfonyl)cyclopropanecarboxamide